(((R)-5,6,7,8-tetrahydroimidazo[1,2-a]pyridin-6-yl)methyl)-4-azaspiro[2.5]octane-7-carboxamide N=1C=CN2C1CC[C@@H](C2)CC2CC21NCCC(C1)C(=O)N